CC=1C=C2CCC(C2=C(C1)C)=O 5,7-dimethyl-1-indanone